zinc bis(triflate) [O-]S(=O)(=O)C(F)(F)F.[O-]S(=O)(=O)C(F)(F)F.[Zn+2]